OC(C(=O)O)(C)C1=CC=C(C=C1)C Hydroxy-2-(p-tolyl)propionic acid